BrC1=CC=2C(N=C1)=NN(N2)C(F)(F)Br 6-Bromo-2-(bromodifluoromethyl)-2H-[1,2,3]triazolo[4,5-b]pyridine